acryloylaminopropyldimethylbenzylammonium bis(trifluoromethanesulfonyl)imide [N-](S(=O)(=O)C(F)(F)F)S(=O)(=O)C(F)(F)F.C(C=C)(=O)NCCC[N+](CC1=CC=CC=C1)(C)C